FC1=C(C=C(C=C1N1N=CC=2C1=CN=C(C2)N2CCN(CC2)S(=O)(=O)C)C(F)(F)F)O 2-Fluoro-3-(5-(4-(methylsulfonyl)piperazin-1-yl)-1H-pyrazolo[3,4-c]pyridine-1-yl)-5-(trifluoromethyl)phenol